Pin-ene C12=C(CCC(C1(C)C)C2)C